[Ti].[Pt].[Au] gold-platinum-titanium